3-(4-((4-isopropyl-piperazin-1-yl)methyl)3-(trifluoromethyl)phenyl)urea C(C)(C)N1CCN(CC1)CC1=C(C=C(C=C1)NC(N)=O)C(F)(F)F